FC=1C=C2C(=CNC2=CC1F)NC(C(=O)NCC(C)OC1=CC=C(C=C1)C(F)(F)F)=O N1-(5,6-difluoro-1H-indol-3-yl)-N2-(2-(4-(trifluoromethyl)phenoxy)propyl)oxalamide